C(C)C=1C=NN2C1C=C(C=C2)B2OC(C(O2)(C)C)(C)C 3-ethyl-5-(4,4,5,5-tetramethyl-1,3,2-dioxaborolan-2-yl)pyrazolo[1,5-a]Pyridine